C(C1=CC=CC=C1)C(CCN)N 1-Benzyl-1,3-propan-diamin